Cl.CC=1N=C2N(C=C(C=C2C#N)C2=CC3=C(C=N2)N=C(S3)OC3CCNCC3)C1 2-methyl-6-{2-[(piperidin-4-yl)oxy][1,3]thiazolo[4,5-c]pyridin-6-yl}imidazo[1,2-a]pyridine-8-carbonitrile hydrochloride